CC1=CC2=C(N1)C=CC(=C2F)OC3=NC=NN4C3=C(C(=C4)OC[C@@H](C)OC(=O)[C@H](C)N)C (S)-((R)-1-(4-(4-fluoro-2-methyl-1H-indol-5-yloxy)-5-methylpyrrolo[1,2-f][1,2,4]triazin-6-yloxy)propan-2-yl) 2-aminopropanoate